[(Z)-(4,6-dichloropyrimidin-5-yl)methyleneamino]-[4-fluoro-2-(methylthio)phenyl]amine ClC1=NC=NC(=C1\C=N/NC1=C(C=C(C=C1)F)SC)Cl